BrC1=C(C(=C2C(=NC(=NC2=C1F)OC[C@@]12CC(CN2C[C@H](C1)F)=C)N1CC2CCC(C1)N2C(=O)OC(C)(C)C)OC)F tert-butyl 3-(7-bromo-6,8-difluoro-2-(((2S,7aR)-2-fluoro-6-methylenetetrahydro-1H-pyrrolizin-7a(5H)-yl)methoxy)-5-methoxyquinazolin-4-yl)-3,8-diazabicyclo[3.2.1]octane-8-carboxylate